[Na+].OC(CC(=O)[O-])C β-hydroxybutyric acid sodium salt